6-bromo-3-ethyl-4-fluoro-3H-imidazo[4,5-c]pyridine BrC1=CC2=C(C(=N1)F)N(C=N2)CC